N1C(=NCC1)CCC (imidazolin-2-yl)propane